9H-purin-6-amine hydrochloride Cl.N1=CN=C2NC=NC2=C1N